CC=1C(=NC=NC1)C(=O)O 5-methyl-pyrimidine-4-carboxylic acid